((4R,5R)-5-(2,6-dichlorophenyl)-2-phenyl-1,3-dioxolan-4-yl)methyl sulfamate S(N)(OC[C@H]1OC(O[C@@H]1C1=C(C=CC=C1Cl)Cl)C1=CC=CC=C1)(=O)=O